[Br-].C(C)[NH+](CC)CC N,N,N-triethylammonium bromide